[3-(4-hydroxyphenyl)-4,4-dimethyl-5-oxo-2-sulfinylimidazolin-1-yl]-2-(trifluoromethyl)benzonitrile OC1=CC=C(C=C1)N1C(N(C(C1(C)C)=O)C=1C(=C(C#N)C=CC1)C(F)(F)F)=S=O